O1CC(=NC=C1)C(=O)Cl [1,4]Oxazine-3-carbonyl chloride